C12C(C3CC(CC(C1)C3)C2)C=2C(=NC=CC2C2=CC=C(C=C2)C(C)C)C(=O)N (adamantan-2-yl)-4-(4-isopropylphenyl)pyridineamide